(4S)-4-(3-fluoro-2-methyl-phenyl)-6-methyl-2-thiazol-2-yl-1,4-dihydropyrimidine-5-carboxylic acid ethyl ester C(C)OC(=O)C=1[C@@H](N=C(NC1C)C=1SC=CN1)C1=C(C(=CC=C1)F)C